C(C)OC(=O)C1C/C(/C(C1)=O)=C/N(C)C.N=1NC=C2C1CC(C2)C(=O)OCC ethyl 2H,4H,5H,6H-cyclopenta[c]pyrazole-5-carboxylate Ethyl-(3Z)-3-[(dimethylamino)methylidene]-4-oxocyclopentane-1-carboxylate